C1(=CC=CC=C1)C1=CC(=NC(=C1)C1=CC(=CC=C1)C1=CC(=C(C=C1)C(=O)O)C(=O)O)C1=CC(=CC=C1)C1=CC(=C(C=C1)C(=O)O)C(=O)O 4-phenyl-2,6-bis[3-(3,4-dicarboxyphenyl)phenyl]pyridine